O=C1NC=C(C(N1)=O)C=1C=C(C=2N(N1)C=CN2)OCC(CN(C(O)=O)C(C)C)(F)F.CC=2C=C(C=CC2)C(CN2C=NC=C2)=O 1-(3-methylphenyl)-2-(1H-imidazol-1-yl)ethan-1-one 3-((6-(2,4-dioxo-1,2,3,4-tetrahydropyrimidin-5-yl)imidazo[1,2-b]pyridazin-8-yl)oxy)-2,2-difluoropropyl-isopropylcarbamate